FC1=NC=C(C(=C1)C=1C(=NN2C1CC[C@@](C2)(C)CF)C2=NC=C(C=C2)F)F |r| (Racemic)-3-(2,5-Difluoro-4-pyridyl)-6-(fluoromethyl)-2-(5-fluoro-2-pyridyl)-6-methyl-5,7-dihydro-4H-pyrazolo[1,5-a]pyridine